N-cyano-2-(4-(4-(4-methoxyphenyl)-1-methyl-6-oxo-1,6-dihydropyridin-3-yl)-1H-pyrazol-1-yl)benzamide C(#N)NC(C1=C(C=CC=C1)N1N=CC(=C1)C1=CN(C(C=C1C1=CC=C(C=C1)OC)=O)C)=O